isatic anhydride C=1(C(N)=CC=CC1)C(=O)C(=O)OC(C(C=1C(N)=CC=CC1)=O)=O